N1,N3-bis([1,1'-biphenyl]-4-yl)-N1,N3-bis(4-(9-phenyl-9H-carbazol-3-yl)phenyl)benzene-1,3-diamine C1(=CC=C(C=C1)N(C1=CC(=CC=C1)N(C1=CC=C(C=C1)C=1C=CC=2N(C3=CC=CC=C3C2C1)C1=CC=CC=C1)C1=CC=C(C=C1)C1=CC=CC=C1)C1=CC=C(C=C1)C=1C=CC=2N(C3=CC=CC=C3C2C1)C1=CC=CC=C1)C1=CC=CC=C1